C(C)(C)C1=C(C=CC=C1)C1N(CCN(C1)CCC1=CC=C(C=C1)OC)C1NCC12CCC2 (2-(2-isopropylphenyl)-4-(4-methoxyphenethyl)piperazin-1-yl)-2-azaspiro[3.3]heptane